(2R)-2-((1,1,7-trimethyldecahydro-3a,7-methanocyclopentacycloocten-3-yl)oxy)Propan-1-ol CC1(CC(C23C1CCC(CCC2)(C3)C)O[C@@H](CO)C)C